BrC=1C(=NC(N(C1)[2H])N)C=1OC=CC1 5-bromo-4-(furan-2-yl)pyrimidin-2-amine-1-d